5-(cyclopentyl-(ethyl)amino)-N-((4,6-dimethyl-2-oxo-1,2-dihydropyridin-3-yl)methyl)-4-methyl-[1,1'-biphenyl]-3-carboxamide C1(CCCC1)N(C=1C(=C(C=C(C1)C1=CC=CC=C1)C(=O)NCC=1C(NC(=CC1C)C)=O)C)CC